Cl.S(N)(=O)(=O)NCC1(CC1)N1CCNCC1 4-(1-((sulfamoylamino)methyl)cyclopropyl)piperazine hydrochloride